FC(C=1C=C(C=CC1F)C=1C=C2C(=NC1)C=NN2CC2=NN(C=C2)C)F 6-[3-(Difluoromethyl)-4-fluoro-phenyl]-1-[(1-methylpyrazol-3-yl)methyl]pyrazolo[4,3-b]pyridine